di(2-aminophenoxy)methane NC1=C(OCOC2=C(C=CC=C2)N)C=CC=C1